C(=O)(OC(C)(C)C)N1CCCC1 Boc-Pyrrolidine